C1=NC=C(C2=CC=CC=C12)N1C(N(C[C@@H]1C#N)[C@@H]1CC[C@H](CC1)C(F)(F)F)=O |&1:14| Racemic-trans-3-(isoquinolin-4-yl)-2-oxo-1-(4-(trifluoromethyl)cyclohexyl)imidazoline-4-carbonitrile